O(O)O.[Zn].[Co] cobalt-zinc oxyhydroxide